2,4'-methylenebis(phenyldimethylurea) C(C1=CC=C(C=C1)N(C(=O)NC)C)C1=C(C=CC=C1)N(C(=O)NC)C